1-(3-(4-chloro-3-ethyl-1H-pyrrolo[2,3-b]pyridin-5-yl)phenyl)-4-(4-(((2R,3R,4S,5S,6R)-3,4,5-trihydroxy-6-(hydroxymethyl)tetrahydro-2H-pyran-2-yl)oxy)butanoyl)piperazin-2-one ClC1=C2C(=NC=C1C=1C=C(C=CC1)N1C(CN(CC1)C(CCCO[C@@H]1O[C@@H]([C@H]([C@@H]([C@H]1O)O)O)CO)=O)=O)NC=C2CC